ClC1=CC=C(C=C1)CN1C([C@H](CSC2=C1C=C(C(=C2C)F)C(=O)NN)NC(OC(C)(C)C)=O)=O tert-butyl N-[(3R)-5-[(4-chlorophenyl)methyl]-8-fluoro-7-(hydrazinecarbonyl)-9-methyl-4-oxo-2,3-dihydro-1,5-benzothiazepin-3-yl]carbamate